2-methyl-5-((4-methylpyridin-3-yl)methoxy)-N-(tetrahydrofuran-3-yl)benzofuran-3-carboxamide CC=1OC2=C(C1C(=O)NC1COCC1)C=C(C=C2)OCC=2C=NC=CC2C